FC=1C=C(C=CC1)NC(=O)NC(C)C1=CC=CC2=CC=CC=C12 1-(3-fluorophenyl)-3-(1-(naphthalen-1-yl)ethyl)urea